1-((6'-(2H-tetrazol-5-yl)-[1,1':3',1''-terphenyl]-4-yl)methyl)-4-ethyl-2-propyl-N-(2,2,2-trifluoroethyl)-1H-imidazole-5-carboxamide N=1NN=NC1C1=CC=C(C=C1C1=CC=C(C=C1)CN1C(=NC(=C1C(=O)NCC(F)(F)F)CC)CCC)C1=CC=CC=C1